3-(4-((methoxymethyl)thio)phenyl)-3-(trifluoromethyl)-3H-diazirine COCSC1=CC=C(C=C1)C1(N=N1)C(F)(F)F